tert-butyl {2-[({[(2S,5R)-6-benzyloxy-7-oxo-1,6-diazabicyclo[3.2.1]oct-2-yl]carbonyl}amino)oxy]ethyl}propylcarbamate C(C1=CC=CC=C1)ON1[C@@H]2CC[C@H](N(C1=O)C2)C(=O)NOCCN(C(OC(C)(C)C)=O)CCC